(2S,11aR)-7-fluoro-2-hydroxy-6-(((S)-1-(methoxymethoxy)propan-2-yl)oxy)-8-methyl-2,3,11,11a-tetrahydro-1H,5H-benzo[f]pyrrolo[2,1-c][1,4]oxazepin-5-one FC=1C(=CC2=C(C(N3[C@@H](CO2)C[C@@H](C3)O)=O)C1O[C@H](COCOC)C)C